[Al+3].[O-]CCCC.[O-]CCCC.[O-]CCCC tri-n-butoxide aluminum